N[C@H](CO)C#C[Si](C(C)C)(C(C)C)C(C)C (S)-2-amino-4-(triisopropylsilyl)but-3-yn-1-ol